4-{[(2R,3S,4R,5S)-4-(4-Chloro-2-Fluoro-Phenyl)-3-(3-Chloro-2-FluoroPhenyl)-4-Cyano-5-(2,2-Dimethyl-Propyl)-Pyrrolidine-2-Carbonyl]-Amino}-3-Methoxy-Benzoic Acid ClC1=CC(=C(C=C1)[C@@]1([C@H]([C@@H](N[C@H]1CC(C)(C)C)C(=O)NC1=C(C=C(C(=O)O)C=C1)OC)C1=C(C(=CC=C1)Cl)F)C#N)F